O=S.[Ga] gallium oxysulfide